6-fluoro-7-(2-fluorophenyl)-4-((2S)-2-methyl-4-(2-propenoyl)-1-piperazinyl)-1-(2-(2-propanyl)phenyl)pyrido[2,3-d]pyrimidin-2(1H)-one FC1=CC2=C(N(C(N=C2N2[C@H](CN(CC2)C(C=C)=O)C)=O)C2=C(C=CC=C2)C(C)C)N=C1C1=C(C=CC=C1)F